C(C)(C)(C)OC(CNC(=O)C1=CC=NC2=CC(=CC=C12)C(C)O)=O (7-(1-hydroxyethyl)quinoline-4-carbonyl)glycine tert-butyl ester